[N+](=O)([O-])C=1C=C(C=CC1C)OB(O)O 3-nitro-4-methylphenyl-boric acid